P(O)(=O)(OP(=O)(O)OP(=O)(O)O)OC[C@@H]1[C@H]([C@H]([C@@H](O1)N1C=NC=2C(NC(CCC)=O)=NC=NC12)O)O N6-butyryl-adenosine triphosphate